Racemic-3-(5-(((3aR*,6S*,6aS*)-1-methyloctahydrocyclopenta[b]pyrrol-6-yl)oxy)-1-oxoisoindolin-2-yl)piperidine-2,6-dione CN1[C@H]2[C@@H](CC1)CC[C@@H]2OC=2C=C1CN(C(C1=CC2)=O)[C@H]2C(NC(CC2)=O)=O |o1:2,3,8,&1:20|